2-(6-(4-cyclopropyl-4H-1,2,4-triazol-3-yl)pyridin-2-yl)-6-(1-methyl-1H-imidazol-2-yl)isoindolin-1-one C1(CC1)N1C(=NN=C1)C1=CC=CC(=N1)N1C(C2=CC(=CC=C2C1)C=1N(C=CN1)C)=O